ClC1=NC=C(C(=O)NC([2H])([2H])[2H])C(=C1)NC1=CC=C2C=NN(C2=C1OC)CC 6-Chloro-4-((1-ethyl-7-methoxy-1H-indazol-6-yl)amino)-N-(methyl-d3)nicotinamide